FC(C(=O)O)(F)F.CC(C=CC1CNCC1)(C)C1=CC=C(C=C1)C(F)(F)F 3-(3-Methyl-3-(4-(trifluoromethyl)phenyl)but-1-en-1-yl)pyrrolidine 2,2,2-trifluoroacetate